C(=O)NC1=NC(=NC(=N1)NC=O)NC=O 2,4,6-tris(formamido)-1,3,5-triazine